8-Ethyl-2-(3-methyl-1-benzothien-2-yl)-5-[2-(pyridin-3-yl)ethoxy]Quinoline-4-carboxylic acid C(C)C=1C=CC(=C2C(=CC(=NC12)C=1SC2=C(C1C)C=CC=C2)C(=O)O)OCCC=2C=NC=CC2